methyl hydrogen (3-((4-amino-6-(2-hydroxyethoxy)-1H-pyrazolo[3,4-d]pyrimidin-1-yl)methyl)benzyl)phosphonate NC1=C2C(=NC(=N1)OCCO)N(N=C2)CC=2C=C(CP(OC)(O)=O)C=CC2